4-methyl-3-(methylsulfonyl)-N-((2-(6-(2,2,6,6-tetramethylmorpholino)pyridin-2-yl)-1,6-naphthyridin-7-yl)methyl)benzamide CC1=C(C=C(C(=O)NCC2=NC=C3C=CC(=NC3=C2)C2=NC(=CC=C2)N2CC(OC(C2)(C)C)(C)C)C=C1)S(=O)(=O)C